1-(2-fluoroethyl)-N-(2-(3-((2-methoxy-4-(methylsulfonyl)phenyl)amino)prop-1-yn-1-yl)-3-(2,2,2-trifluoroethyl)benzo[b]thiophen-7-yl)piperidin-4-amine FCCN1CCC(CC1)NC1=CC=CC2=C1SC(=C2CC(F)(F)F)C#CCNC2=C(C=C(C=C2)S(=O)(=O)C)OC